CC=1C(=NN(C1C(=O)OCC)CC(=O)C1=CC(=C(C=C1)C)F)C(=O)OCC Diethyl 4-methyl-1-{2-[3-fluoro-4-methylphenyl]-2-oxoethyl}-1H-pyrazole-3,5-dicarboxylate